[In]=S.[Ag].[Cu] copper-silver-indium-sulfide